nonacetyl-coenzyme A C(CCCCCCCCCCCCCCC)C([C@@]1([C@]([C@]([C@@](O1)(N1C(=NC=2C(N(CCCCCCCCCCCCCCCC)CCCCCCCCCCCCCCCC)=NC(=NC12)CCCCCCCCCCCCCCCC)CCCCCCCCCCCCCCCC)CCCCCCCCCCCCCCCC)(O)CCCCCCCCCCCCCCCC)(OP(=O)(O)O)CCCCCCCCCCCCCCCC)CCCCCCCCCCCCCCCC)OP(=O)(O)OP(=O)(O)OCC(C)(C)[C@@H](O)C(=O)NCCC(=O)NCCS